NC1=NC=C2N(C(N(C2=N1)[C@@H]1O[C@@H]([C@H]([C@H]1O)F)CO)=O)CC(N1CCCC1)=O 2-amino-9-((2R,3S,4S,5R)-4-fluoro-3-hydroxy-5-(hydroxymethyl)tetrahydrofuran-2-yl)-7-(2-oxo-2-(pyrrolidin-1-yl)ethyl)-7,9-dihydro-8H-purin-8-one